ClC=1C(=NC(=C(C1)Cl)Cl)OC[C@H](C)NC1=NC=NC(=C1Cl)CC (S)-N-(1-((3,5,6-trichloropyridin-2-yl)oxy)propan-2-yl)-5-chloro-6-ethylpyrimidin-4-amine